FC1(OC2=C(O1)C=CC(=C2)C2(CC2)C(=O)N[C@@H]2C[C@@H](OC1=CC=CC=C21)C2=CC=C(C(=O)O)C=C2)F 4-[(2r,4r)-4-({[1-(2,2-difluoro-1,3-benzodioxol-5-yl)cyclopropyl]carbonyl}amino)-3,4-dihydro-2H-chromen-2-yl]benzoic acid